C(C)N1C(C(N(CC1)C(=O)Cl)=O)=O N-ethyl-2,3-dioxopiperazinyl-formyl chloride